BrC=1C(NC(=NC1C1CCCC1)C1=CC=NN1CCC)=O 5-bromo-6-cyclopentyl-2-(1-propyl-1H-pyrazol-5-yl)-4(3H)-pyrimidinone